NC1=NC(NC=C1)=O 4-amino-2-oxo-1,2-dihydropyrimidine